C(C(=C)C)(=O)OCCCCCCCOC(C(=C)C)=O 1,7-heptandiol di(methacrylate)